CC(C(=O)OCOP(=O)(CC\C=C(\COCN(CC)C(=O)OCC1=CC=C(C=C1)NC([C@H](C)N=[N+]=[N-])=O)/C)OCOC(C(C)(C)C)=O)(C)C (S,E)-(((5-(((((4-(2-Azidopropanamido)benzyl)oxy)carbonyl)(ethyl)amino)methoxy)-4-methylpent-3-en-1-yl)phosphoryl)bis(oxy))bis(methylene) bis(2,2-dimethylpropanoate)